FC1(CCC2=C1N=C(N=C2N2CCN(CC2)C(CC(=O)N2CCNCC2)=O)N2[C@H](CC2)C)F (S)-1-(4-(7,7-difluoro-2-(2-methylazetidin-1-yl)-6,7-dihydro-5H-cyclopenta[d]pyrimidin-4-yl)piperazin-1-yl)-3-(piperazin-1-yl)propan-1,3-dione